ClC1=NC(=C2C(=N1)N(N=C2)C2CCC2)NCC2=CC=C(C=C2)F 6-chloro-1-cyclobutyl-N-[(4-fluorophenyl)methyl]-1H-pyrazolo[3,4-d]pyrimidin-4-amine